N-(2-(5-(2-acetamidopyridin-4-yl)-2-(methylthio)-1H-imidazol-4-yl)phenyl)-3-methoxybenzamide C(C)(=O)NC1=NC=CC(=C1)C1=C(N=C(N1)SC)C1=C(C=CC=C1)NC(C1=CC(=CC=C1)OC)=O